N1=CN=C(C2=C1NC=C2)C2=CN(C=C2)C2(CN(C2)C2CCN(CC2)C(C2=C(C(=C(C=C2)F)F)F)=O)CC#N {3-[3-(7H-pyrrolo[2,3-d]pyrimidin-4-yl)-1H-pyrrol-1-yl]-1-[1-(2,3,4-trifluorobenzoyl)piperidin-4-yl]azetidin-3-yl}acetonitrile